(5-(((tert-butyldimethylsilyl)oxy)methyl)-1-methyl-1H-pyrazol-3-yl)methanol [Si](C)(C)(C(C)(C)C)OCC1=CC(=NN1C)CO